C1NCC12CC(C2)OC=2C=CC=1N(C2C(F)(F)F)C(=NC1)C 6-((2-azaspiro[3.3]heptan-6-yl)oxy)-3-methyl-5-(trifluoromethyl)imidazo[1,5-a]pyridine